C(#N)C=1C=NC(=NC1)N1CCC(CC1)N1C2=C(N(C(C1=O)=O)C)C=C(C=N2)C(=O)NC 4-(1-(5-cyanopyrimidin-2-yl)piperidin-4-yl)-N,1-dimethyl-2,3-dioxo-1,2,3,4-Tetrahydropyrido[2,3-b]pyrazine-7-carboxamide